diethylene glycol bis(3-mercaptoisobutyrate) SCC(C(=O)OCCOCCOC(C(CS)C)=O)C